6-(cyclopropylmethyl)-N-(3-(5-(7-methoxy-2-methylquinolin-6-yl)-1H-imidazol-2-yl)-9-oxoundecan-3-yl)-6-azaspiro[2.5]octane-1-carboxamide C1(CC1)CN1CCC2(CC2C(=O)NC(CC)(CCCCCC(CC)=O)C=2NC(=CN2)C=2C=C3C=CC(=NC3=CC2OC)C)CC1